C(N)(=N)C1=CC(=CS1)C=1C=C(C=CC1)NC(=O)C1(CCC(CC1)(F)F)OC1=CC=C(C=C1)Cl N-(3-(5-carbamimidoylthiophen-3-yl)phenyl)-1-(4-chlorophenoxy)-4,4-difluorocyclohexane-1-carboxamide